Hexan-2,4-dienoic acid ethyl ester C(C)OC(C=CC=CC)=O